ClC1=NC(=CC(=C1C#N)C(F)(F)F)C=1C=NN(C1)C1CCN(CC1)C 2-chloro-6-[1-(1-methyl-4-piperidinyl)pyrazol-4-yl]-4-(trifluoromethyl)pyridine-3-carbonitrile